C(C=C)C1=NC=CC=C1NC([O-])=O (2-allylpyridin-3-yl)carbamate